oxo-hydroxytin O=[Sn]O